Dioctadecyl 2-hydroxypentanedioate OC(C(=O)OCCCCCCCCCCCCCCCCCC)CCC(=O)OCCCCCCCCCCCCCCCCCC